ClC1=NN(C2=NC(=NC=C21)C(=O)NC)C2=CC=C(C=C2)F 3-chloro-1-(4-fluorophenyl)-N-methyl-1H-pyrazolo[3,4-d]pyrimidine-6-carboxamide